1-methyl-1-ethylpiperidinium cyanide [C-]#N.C[N+]1(CCCCC1)CC